1-(4-{2-[1-(2-Ethoxy-ethyl)-3-methyl-1H-pyrazol-4-ylamino]-thiazol-4-yl}-phenyl)-imidazolidin-2-one C(C)OCCN1N=C(C(=C1)NC=1SC=C(N1)C1=CC=C(C=C1)N1C(NCC1)=O)C